C(C)OC(CCC(=O)C1=NC(=CC=C1O)CC1=C(C=C(C=C1F)F)F)=O 4-[6-(2,4,6-Trifluoro-benzyl)-3-hydroxy-pyridin-2-yl]-4-oxo-butyric acid ethyl ester